ClC1=CC=C(C=C1)CCC(C(C)(C)C)(O)CN1N=CN=C1 1-(4-chlorophenyl)-4,4-dimethyl-3-(1H-1,2,4-triazole-1-ylmethyl)pentan-3-ol